NC(CCN(NC(CNC(OCC1=CC=CC=C1)=O)=O)C(CCl)=O)=O Benzyl N-[2-[2-(3-amino-3-oxo-propyl)-2-(2-chloroacetyl)hydrazino]-2-oxo-ethyl]carbamate